CO[C@@H]1CC[C@H](CC1)NC(=O)C1=CC(=CC2=CC=CC=C12)C1=CN=CS1 N-[(trans)-4-methoxycyclohexyl]-3-(1,3-thiazol-5-yl)naphthalene-1-carboxamide